1-((4-(Trifluoromethyl)phenyl)sulfonyl)piperidine FC(C1=CC=C(C=C1)S(=O)(=O)N1CCCCC1)(F)F